C(C)(=O)O[C@H]1[C@@H](O[C@]([C@H]1OCC1=CC=CC=C1)(C#N)COCC1=CC=CC=C1)N1C(N=C(C(=C1)F)NC(C1=CC=CC=C1)=O)=O [(2R,3R,4S,5R)-2-(4-benzamido-5-fluoro-2-oxo-pyrimidin-1-yl)-4-benzyloxy-5-(benzyloxymethyl)-5-cyano-tetrahydrofuran-3-yl] acetate